1-mesityl-4,5-dimethyl-1H-imidazole C1(=C(C(=CC(=C1)C)C)N1C=NC(=C1C)C)C